NC1=NC=CC2=CC=C(C=C12)C=1C=C2C(=NN(C2=CC1)C1CCC1)COC1=C(C=CC=C1C#N)CC(=O)O 2-(2-((5-(1-aminoisoquinolin-7-yl)-1-cyclobutyl-1H-indazol-3-yl)methoxy)-3-cyanophenyl)acetic acid